ClC=1C=C(C=CC1C1=NNC2=NC=C(C=C21)C=2C=CC1=C(CC[C@H](CC1)N1CCCC1)C2)C(C)(C)O 2-(3-Chloro-4-{5-[(7S)-7-(pyrrolidin-1-yl)-6,7,8,9-tetrahydro-5H-benzo[7]annulen-2-yl]-1H-pyrazolo[3,4-b]pyridin-3-yl}phenyl)propan-2-ol